5-(3-(4,6-diphenyl-1,3,5-triazine-2-yl)phenyl)-7,7-dimethyl-5,7-dihydroindeno[2,1-b]carbazole C1(=CC=CC=C1)C1=NC(=NC(=N1)C1=CC=CC=C1)C=1C=C(C=CC1)N1C2=CC=CC=C2C=2C=C3C(=CC12)C(C1=CC=CC=C13)(C)C